(R)-1-((5-(3-aminopiperidin-1-yl)-2-(3-fluoro-4-methoxyphenyl)pyridin-4-yl)methyl)-1H-imidazo[4,5-c]pyridin-4-amine N[C@H]1CN(CCC1)C=1C(=CC(=NC1)C1=CC(=C(C=C1)OC)F)CN1C=NC=2C(=NC=CC21)N